CC1=CC(=C(C=C1)Cl)Cl 4-methyldichlorobenzene